2-(8-(1-((3,5-difluorophenyl)amino)ethyl)-2-morpholino-4-oxo-4H-chromen-6-yl)acetamide FC=1C=C(C=C(C1)F)NC(C)C=1C=C(C=C2C(C=C(OC12)N1CCOCC1)=O)CC(=O)N